(S)-2-((5-(1-(2-chlorophenyl)-2-methoxy-2-oxoethyl)-4,5,6,7-tetrahydrothieno[3,2-c]pyridin-2-yl) oxy)-2-oxoethyl 2-acetoxybenzoate C(C)(=O)OC1=C(C(=O)OCC(=O)OC2=CC=3CN(CCC3S2)[C@H](C(=O)OC)C2=C(C=CC=C2)Cl)C=CC=C1